butyl α-cyano-β-methyl-4-methoxy-cinnamate C(#N)C(C(=O)OCCCC)=C(C1=CC=C(C=C1)OC)C